C=1N=CN2C1C1=CC=CC=C1C2C2C(C=1C=NN=CC1CC2)=O 6-(5H-imidazo[5,1-a]isoindol-5-yl)-7,8-dihydrophthalazin-5(6H)-one